2-fluoro-N-[3-[1H-imidazol-5-ylmethyl(methyl)amino]phenyl]-N-isopropyl-benzamide FC1=C(C(=O)N(C(C)C)C2=CC(=CC=C2)N(C)CC2=CN=CN2)C=CC=C1